NC=1C(=C2C=C(C=CN2C1C1=C(C(=CC=C1C)OC)C)C)C#N 2-amino-3-(3-methoxy-2,6-dimethylphenyl)-7-methylindolizine-1-carbonitrile